N-(1,3-dihydroxy-2-(hydroxymethyl)propan-2-yl)-1-isopropylpiperidine-4-carboxamide OCC(CO)(CO)NC(=O)C1CCN(CC1)C(C)C